OCCN1C=C(C(=C1C1=C(C=CC=C1)C(F)(F)F)C)C(=O)NC1=CC=C(C=C1)S(=O)(=O)C 1-(2-hydroxyethyl)-N-[4-(methylsulfonyl)phenyl]-4-methyl-5-[2-(Trifluoromethyl)phenyl]-1H-pyrrole-3-carboxamide